FC1=CC2=C(N=C(N=C2N2[C@@H](CNCC2)C)OC[C@H]2N(CCC2)C)N=C1C=1C=CC(=C(C1)CO)OC (5-(6-fluoro-4-((R)-2-methylpiperazin-1-yl)-2-(((S)-1-methylpyrrolidin-2-yl)methoxy)pyrido[2,3-d]pyrimidin-7-yl)-2-methoxyphenyl)methanol